N[C@@H]1[C@@H](OCC12CCN(CC2)C=2N=CC(=NC2)SC2=C(C(=NC=C2)NC(=O)C2=C(C=CC=C2)S(=O)(=O)N)Cl)C ((4-((5-((3S,4S)-4-amino-3-methyl-2-oxa-8-azaspiro[4.5]decan-8-yl)pyrazin-2-yl)thio)-3-chloropyridin-2-yl)carbamoyl)benzenesulfonamide